C1(CCCC1)N(C(=O)CNC(=O)C=1NC2=CC=CC=C2C1)CCO 1h-indole-2-carboxylic acid {[cyclopentyl-(2-hydroxy-ethyl)-carbamoyl]-methyl}-amide